1-[4-cyano-6-(benzylamino)pyrimidin-2-yl]-1H-pyrazole-4-carboxylic acid tert-butyl ester C(C)(C)(C)OC(=O)C=1C=NN(C1)C1=NC(=CC(=N1)C#N)NCC1=CC=CC=C1